alpha-D-glucopyranosyl-(1→1) alpha-D-glucopyranoside O([C@@H]1[C@H](O)[C@@H](O)[C@H](O)[C@H](O1)CO)[C@@H]1[C@H](O)[C@@H](O)[C@H](O)[C@H](O1)CO